FC(C(C(F)(F)OC(C=C)=O)(F)F)CC(F)(F)F Octa-fluoropentyl-acrylat